7-(4,4,5,5-Tetramethyl-1,3,2-dioxaborolan-2-yl)-2,3-dihydro-1H-inden-5-amine CC1(OB(OC1(C)C)C=1C=C(C=C2CCCC12)N)C